2-(4-chloro-phenoxy)-pyridine ClC1=CC=C(OC2=NC=CC=C2)C=C1